2-chloro-N-(1-cyanocyclopropyl)-5-(2'-methyl-5'-(perfluoroethyl)-4'-(trifluoromethyl)-2'h-[1,3'-bipyrazole]-4-yl)nicotinamide ClC1=C(C(=O)NC2(CC2)C#N)C=C(C=N1)C=1C=NN(C1)C=1N(N=C(C1C(F)(F)F)C(C(F)(F)F)(F)F)C